Methyl 4-((2-hydroxyethyl)sulfonamido)-2-(6-azaspiro[2.5]oct-6-yl)benzoate OCCS(=O)(=O)NC1=CC(=C(C(=O)OC)C=C1)N1CCC2(CC2)CC1